FC(C1=NC=CC(=C1)N1N=CC(=C1)S(=O)(=O)Cl)(F)F 1-(2-(trifluoromethyl)pyridin-4-yl)-pyrazole-4-sulfonyl chloride